C(CCC)C(C)O[Zr] (monobutyl-ethoxy)zirconium